tri-octyl-(2-methoxy-ethoxy)silane C(CCCCCCC)[Si](OCCOC)(CCCCCCCC)CCCCCCCC